2-(((R)-1-(3-cyclopropyl-6-fluoro-4-oxo-2-((R)-tetrahydro-2H-pyran-2-yl)-3,4-dihydroquinazolin-8-yl)ethyl)amino)benzoic acid C1(CC1)N1C(=NC2=C(C=C(C=C2C1=O)F)[C@@H](C)NC1=C(C(=O)O)C=CC=C1)[C@@H]1OCCCC1